C(C)(C)(CC)OOC(CCCCCC(C)(C)C)=O tertamylperoxy-neodecanoate